FC(C(=O)O)(F)F.CN1N=CC(=C1)NC(C)=O N-(1-methylpyrazol-4-yl)acetamide trifluoroacetate